6H-dibenzo[b,d]pyran C1=CC=CC=2OCC3=C(C21)C=CC=C3